OC=1C=C(C=CC1)C1NC(NC(=C1C(=O)OCC)C)=S Ethyl 4-(3-hydroxyphenyl)-6-methyl-2-sulfanylidene-3,4-dihydro-1H-pyrimidine-5-carboxylate